C1(=CC=C(C=C1)C1=NC=CC(=C1)OC(F)(F)F)C 2-(p-tolyl)-4-(trifluoromethoxy)pyridine